CN1CC(C1)(C)[C@@](C=1C=C(C=NC1)C1=NOC(=N1)C(C)(C)O)(C1=CC=C(C=C1)C(C([2H])([2H])[2H])(C([2H])([2H])[2H])[2H])O 2-(3-(5-((1R)-(1,3-dimethylazetidin-3-yl)(hydroxy)(4-(propan-2-yl-d7)phenyl)methyl)pyridin-3-yl)-1,2,4-oxadiazol-5-yl)propan-2-ol